5-(4-(piperazine-1-carbonyl)phenyl)-N-(p-methylphenyl)nicotinamide N1(CCNCC1)C(=O)C1=CC=C(C=C1)C=1C=NC=C(C(=O)NC2=CC=C(C=C2)C)C1